CC(CCCNC(=O)C=1C(=NC(=CC1N1C[C@@H](CC1)F)N1CCOCC1)C)(C)C N-(4,4-Dimethyl-pentyl)-4-[(3R)-3-fluoro-pyrrolidin-1-yl]-2-methyl-6-morpholin-4-yl-pyridine-3-carboxylic acid amide